[5-(3-Chloro-2-methoxy-phenyl)-3-(2-methoxy-ethyl)-2,4-dioxo-3,4-dihydro-2H-pyrimidin-1-yl]-acetic acid ClC=1C(=C(C=CC1)C=1C(N(C(N(C1)CC(=O)O)=O)CCOC)=O)OC